NCC(=O)O.[Zr].[Al] aluminum-zirconium glycine